C1(CC1)CO[C@@H]1[C@H](C2=CC=CC=C2C1)NC(OC(C)(C)C)=O tert-butyl N-[(1S,2S)-2-(cyclopropylmethoxy)-2,3-dihydro-1H-inden-1-yl]carbamate